3-(2,2,2-trifluoroethyl)benzo[b]thiophene 1,1-dioxide FC(CC=1C2=C(S(C1)(=O)=O)C=CC=C2)(F)F